N1=CC(=CC=C1)NC(OC[C@@]1(OC2=C(C1)C1=C(N=C(S1)C1=C3N=CC(=NC3=CC(=C1)C)OC)C=C2F)C)=O (R)-(5-fluoro-2-(2-methoxy-7-methylquinoxalin-5-yl)-7-methyl-7,8-dihydrobenzofuro[5,4-d]thiazol-7-yl)methyl pyridin-3-ylcarbamate